CN1CC(C1)(C)[C@@](C=1C=C(C=NC1)C1=NC(=NO1)CC1(CCOCC1)O)(C1=CC=C(C=C1)C(C)C)O 4-(5-{5-[(R)-(1,3-Dimethyl-azetidin-3-yl)-hydroxy-(4-isopropyl-phenyl)-methyl]-pyridin-3-yl}-[1,2,4]oxadiazol-3-ylmethyl)-tetrahydro-pyran-4-ol